(S)-N2,N2-dimethyl-3-(1H-pyrazolo[3,4-b]pyridin-5-yl)propane-1,2-diamine CN([C@H](CN)CC=1C=C2C(=NC1)NN=C2)C